C(C)(=O)N1CC2(C1)CC(C2)C(=O)N(C)[C@H](C(F)(F)F)C2=CC=C(C=C2)NC=2C=NC1=CC=CN=C1C2C2CC2 (S)-2-acetyl-N-(1-(4-((4-cyclopropyl-1,5-naphthyridin-3-yl)amino)phenyl)-2,2,2-trifluoroethyl)-N-methyl-2-azaspiro[3.3]heptane-6-carboxamide